ClCC(=O)NCCCN(C)C1=NC2=CC(=C(C=C2C(=N1)NC1CCC(CC1)N1CCCCC1)OC)OC 2-chloro-N-(3-((6,7-dimethoxy-4-(((1r,4r)-4-(piperidin-1-yl)cyclohexyl)amino)quinazolin-2-yl)(methyl)amino)propyl)acetamide